Cl.C1=NC=CC2=CC=CC(=C12)[C@H](C)N (S)-1-(isoquinolin-8-yl)ethan-1-amine hydrochloride